BrC=1C(=NC=C(C1)C)NC(=O)[C@@H]1N(CCC1)C(=O)OCC1=CC=CC=C1 benzyl (R)-2-[(3-bromo-5-methylpyridin-2-yl)carbamoyl]pyrrolidine-1-carboxylate